BrC1=CC=CC(=N1)NC(=O)[C@H]1N(C[C@@H](C1)F)C(=O)OC(C)(C)C (2S,4R)-tert-butyl 2-((6-bromopyridin-2-yl) carbamoyl)-4-fluoropyrrolidine-1-carboxylate